4-(3-(2-Chlorophenyl)thiomorpholino)-2-fluoro-N-((R,E)-4-(methylsulfonyl)but-3-en-2-yl)benzamide ClC1=C(C=CC=C1)C1CSCCN1C1=CC(=C(C(=O)N[C@H](C)\C=C\S(=O)(=O)C)C=C1)F